S1C=NC2=C1C=1C=CC(=CC1OC2)[C@@H](C)C(=O)N[C@H]2N(C[C@@H](C2)O)C([C@H](C(C)(C)C)NC(CCCCCC(=O)O)=O)=O 7-(((S)-1-((2S,4R)-2-(((R)-1-(4H-chromeno[3,4-d]thiazol-7-yl)ethyl)formamido)-4-hydroxypyrrolidin-1-yl)-3,3-dimethyl-1-oxobutan-2-yl)amino)-7-oxoheptanoic acid